N-[2-(6-Methoxy-pyridin-3-yl)-1-[(3-phenoxy-phenyl)-methyl]-pyrrolidin-3-yl]-cyclopropanesulfonic acid amide COC1=CC=C(C=N1)C1N(CCC1NS(=O)(=O)C1CC1)CC1=CC(=CC=C1)OC1=CC=CC=C1